tert-butyl (8-aminooctanyl)carbamate NCCCCCCCCNC(OC(C)(C)C)=O